C(CCCCC)P(CCCCP(CCCCCC)CCCCCC)CCCCCC 1,4-di(dihexylphosphino)butane